(S)-6-ethyl-N-((S)-1-(5-(2-isopropyl-1-oxo-1,2-dihydroisoquinolin-6-yl)-1H-imidazol-2-yl)-7-oxononyl)-6-azaspiro[2.5]octane-1-carboxamide C(C)N1CCC2(C[C@@H]2C(=O)N[C@@H](CCCCCC(CC)=O)C=2NC(=CN2)C=2C=C3C=CN(C(C3=CC2)=O)C(C)C)CC1